N(C1=CC=CC=C1)F anilinofluorine